N1(CCCC1)CC=1C=C(C=NC1)C=1C=C2C(=NNC2=CC1)C(=O)NCC1CCOCC1 5-(5-(Pyrrolidin-1-ylmethyl)-pyridin-3-yl)-N-((tetrahydro-2H-pyran-4-yl)methyl)-1H-indazole-3-carboxamide